3-(4,4,5,5-tetramethyl-1,3,2-dioxaborolan-2-yl)phenol CC1(OB(OC1(C)C)C=1C=C(C=CC1)O)C